3-Cyanobenzoic acid [(2R)-3-(3-ethyl-4-oxo-spiro[6,8-dihydro-5H-pyrazolo[4,3-c]azepin-7,4'-tetrahydropyran]-1-yl)-2-methyl-propyl] ester C(C)C1=NN(C2=C1C(NCC1(CCOCC1)C2)=O)C[C@H](COC(C2=CC(=CC=C2)C#N)=O)C